2-Ethylhexylamine Hydrochloride Cl.C(C)C(CN)CCCC